ethyl-(R)- and (S)-2-(3-fluoro-5-isopropyl-2-methoxyphenyl)-2-((R)-3-(methyl((R)-6-(5,6,7,8-tetrahydro-1,8-naphthyridin-2-yl)hexan-2-yl)amino)pyrrolidin-1-yl)acetic acid C(C)[C@@](C(=O)O)(N1C[C@@H](CC1)N([C@H](C)CCCCC1=NC=2NCCCC2C=C1)C)C1=C(C(=CC(=C1)C(C)C)F)OC |&1:2|